8-[3-chloro-5-(trifluoromethyl)-2-pyridyl]-1,4-dioxa-8-azaspiro[4.5]decane ClC=1C(=NC=C(C1)C(F)(F)F)N1CCC2(OCCO2)CC1